N-(trans-4-butoxycyclohexyl)-2,5,7-trimethyl-4-oxo-4,5-dihydro-2H-pyrazolo[4,3-c]pyridine-3-carboxamide C(CCC)O[C@@H]1CC[C@H](CC1)NC(=O)C=1N(N=C2C1C(N(C=C2C)C)=O)C